4-(3-chloro-5-fluorophenyl)-1,2,3,6-tetrahydro-pyridine hydrochloride Cl.ClC=1C=C(C=C(C1)F)C=1CCNCC1